3-(5-Ethyl-4-p-tolyl-thiazol-2-yl)-7-hydroxy-chromen-2-one C(C)C1=C(N=C(S1)C=1C(OC2=CC(=CC=C2C1)O)=O)C1=CC=C(C=C1)C